6-chloro-7-(4-chloro-1H-pyrazol-1-yl)-1H-indole-3-sulfonyl chloride ClC1=CC=C2C(=CNC2=C1N1N=CC(=C1)Cl)S(=O)(=O)Cl